1,1-bis(p-isobutylphenyl)ethylene C(C(C)C)C1=CC=C(C=C1)C(=C)C1=CC=C(C=C1)CC(C)C